The molecule is an aryl sulfide that is used (as its mesylate salt) for treatment of HIV and also exhibits some anticancer properties. It has a role as a HIV protease inhibitor and an antineoplastic agent. It is a member of benzamides, a member of phenols, an aryl sulfide, a secondary alcohol, a tertiary amino compound and an organic heterobicyclic compound. It is a conjugate base of a nelfinavir(1+). CC1=C(C=CC=C1O)C(=O)N[C@@H](CSC2=CC=CC=C2)[C@@H](CN3C[C@H]4CCCC[C@H]4C[C@H]3C(=O)NC(C)(C)C)O